2,6-dinitro-sec-butylphenol [N+](=O)([O-])C1=C(C(=CC=C1C(C)CC)[N+](=O)[O-])O